cyclohexyl-iodine C1(CCCCC1)I